bis(diethylamino)methyl-(3-vinylphenyl)silane C(C)N(CC)C(N(CC)CC)[SiH2]C1=CC(=CC=C1)C=C